2-([2,2'-bipyrimidin]-4-yl)-3-benzyl-5,6-dimethoxyisoindolin-1-one N1=C(N=C(C=C1)N1C(C2=CC(=C(C=C2C1CC1=CC=CC=C1)OC)OC)=O)C1=NC=CC=N1